5-methoxy-6-(3-((2-morpholinoethyl)amino)-6-(pyrazolo[1,5-a]pyrimidin-3-yl)-1H-pyrazolo[4,3-c]pyridin-1-yl)benzo[d]oxazol-2(3H)-one COC=1C(=CC2=C(NC(O2)=O)C1)N1N=C(C=2C=NC(=CC21)C=2C=NN1C2N=CC=C1)NCCN1CCOCC1